C(C(C)C)C=1C=C(C(=NC1)C=1N=NNN1)N1C[C@@H](N(CC1)CC=1N=NC=CC1)C 3-[[(2S)-4-[5-isobutyl-2-(2H-tetrazol-5-yl)-3-pyridyl]-2-methyl-piperazin-1-yl]-methyl]pyridazine